tert-Butyl 1'-benzyl-7-chloro-5-oxo-3,5-dihydro-1H-spiro[imidazo[1,2-c]pyrimidine-2,4'-piperidine]-1-carboxylate C(C1=CC=CC=C1)N1CCC2(CC1)N(C=1N(C(N=C(C1)Cl)=O)C2)C(=O)OC(C)(C)C